2-(3-(benzyloxy)propyl)-6-(5-(2-fluoro-4-methoxyphenyl)thiophen-2-yl)-1-methyl-1H-imidazo[4,5-c]pyridin-4-amine C(C1=CC=CC=C1)OCCCC=1N(C2=C(C(=NC(=C2)C=2SC(=CC2)C2=C(C=C(C=C2)OC)F)N)N1)C